ClC1=CC=C(C=C1)C1=C(C=CC=C1)CN1CC2(CN(C2)CC=2C=C3CN(C(C3=CC2)=O)C2C(NC(CC2)=O)=O)C1 3-(5-((6-((4'-chloro-[1,1'-biphenyl]-2-yl)methyl)-2,6-diazaspiro[3.3]heptan-2-yl)methyl)-1-oxoisoindolin-2-yl)piperidine-2,6-dione